pyran-carboxylic acid O1C(C=CC=C1)C(=O)O